C(C)OC(=O)C=1N=CN2C1C=NC(=C2)C2=C(C(=CC=C2F)NS(=O)(=O)C=2C(=NC=C(C2)Cl)OC)F.C(C)[N+]2=C(NC=C2C)C ethyl-2,4-dimethyl-imidazolium Ethyl-6-[3-(5-chloro-2-methoxypyridine-3-sulfonamido)-2,6-difluorophenyl]imidazo[1,5-a]pyrazine-1-carboxylate